[N+](=O)([O-])C1=CC=C(C=C1)C=1NC(=C(N1)C1=CC=CC=C1)C1=CC=CC=C1 2-(4-nitrophenyl)-4,5-diphenyl-1H-imidazole